C(#N)C1=CC=C(C=C1)S(=O)(=O)N(CCC1=NC=CC=C1)C1=CC=CC=C1 4-cyano-N-phenyl-N-[2-(pyridine-2-yl)ethyl]-benzenesulfonamide